C1(C(CC1C(=O)Cl)C(=O)Cl)(C(=O)Cl)C(=O)Cl 4-cyclobutanetetra-formyl chloride